1-phenylamino-4-aminobenzene C1(=CC=CC=C1)NC1=CC=C(C=C1)N